C(C=C)(=O)OCCC[Si](O[Si](CCO[Si](C)(C)C)(C)C)(O[Si](CCO[Si](C)(C)C)(C)C)O[Si](C)(C)CCO[Si](C)(C)C acryloxypropyl-tris((trimethylsilyloxy)ethyldimethylsilyloxy)silane